7'-bromo-4'-(4-methoxybenzyl)-5'-methyl-4',5'-dihydro-3'h-spiro[cyclopropane-1,2'-pyrido[2,3-f][1,4]oxazepine] BrC=1C=CC2=C(C(N(CC3(O2)CC3)CC3=CC=C(C=C3)OC)C)N1